2-(4-(2-(2-(4-(6-(tert-butoxycarbonyl)-5,6,7,8-tetrahydropyrido[4,3-d]pyrimidin-2-yl)piperazin-1-yl)ethoxy)ethyl)piperazin-1-yl)pyrimidine C(C)(C)(C)OC(=O)N1CC2=C(N=C(N=C2)N2CCN(CC2)CCOCCN2CCN(CC2)C2=NC=CC=N2)CC1